CN1CCC(CC1)OCC1=CC=C(CNC=2C=C3C=C(N=CC3=CC2)NC(OC(C)(C)C)=O)C=C1 Tert-butyl (6-((4-(((1-methylpiperidin-4-yl)oxy)methyl)benzyl)amino)isoquinolin-3-yl)carbamate